1-(3H-spiro[benzo[b][1,4]dioxine-2,1'-cyclopropan]-7-yl)ethan-1-ol C12(CC1)COC1=C(O2)C=C(C=C1)C(C)O